ClC1=C(C=C(C(=O)O)C=C1I)O 4-Chloro-3-hydroxy-5-iodobenzoic acid